3-bromo-N'-hydroxybenzene-1-carboximidamide BrC=1C=C(C=CC1)C(N)=NO